2'-(6-amino-5-cyanopyridin-3-yl)-N-[(1R)-1-(2-chloro-4-cyanophenyl)ethyl]-5',6'-dihydrospiro[azetidine-3,4'-pyrrolo[1,2-b]pyrazole]-1-carboxamide NC1=C(C=C(C=N1)C=1C=C2N(N1)CCC21CN(C1)C(=O)N[C@H](C)C1=C(C=C(C=C1)C#N)Cl)C#N